OC1=C(\C=N\C2=CC(=C(C=C2)O)C=2OC3=C(N2)C=C(C=C3)C)C=CC=C1OC (E)-4-(2-hydroxy-3-methoxybenzylideneamino)-2-(5-methylbenzoxazol-2-yl)phenol